CC1(OB(OC1(C)C)C1=CC=C(C=C1)N1C2=CC=CC=C2[Se]C=2C=CC=CC12)C 10-(4-(4,4,5,5-tetramethyl-1,3,2-dioxaborolan-2-yl)phenyl)-10H-phenoselenazine